4-cyclopropyl-1-(6-nitropiperidin-3-yl)piperidin-4-ol C1(CC1)C1(CCN(CC1)C1CNC(CC1)[N+](=O)[O-])O